C=1C=CN2C(CC=CC12)C=O 5,6-DIHYDRO-5-INDOLIZINECARBOXALDEHYDE